COC(C1=CC(=CC(=C1)C(F)(F)F)C=1C=NC(=CC1)Cl)=O 3-(6-Chloropyridin-3-yl)-5-(trifluoromethyl)benzoic acid methyl ester